CC1=CC(=NC(=N1)N1C[C@H](CC1)COC1=C(C=CC=C1)C(F)(F)F)C(=O)O (S)-6-methyl-2-(3-((2-(trifluoromethyl)phenoxy)methyl)pyrrolidin-1-yl)pyrimidine-4-carboxylic acid